benzo[b]indolo[1,2,3-fg]pyrido[4,3,2-kl]acridine C1=CC=CC2=C1N1C=3C=C4C(=CC3C=3C=5C(=CC=C2C15)C=CN3)C=CC=C4